CC1=NNC(=C1S(=O)(=O)N1CCC(CC1)C=1C(=CC=2N(C1)N=CN2)C)C 6-(1-((3,5-dimethyl-1H-pyrazol-4-yl)sulfonyl)piperidin-4-yl)-7-methyl-[1,2,4]triazolo[1,5-a]pyridine